NC1CCC(CC1)N1C(NC2=C1C=C(C(=C2)C=2C=C(C=1N(C2)N=CN1)OC)C)=O 1-((1S,4S)-4-Aminocyclohexyl)-5-(8-methoxy-[1,2,4]triazolo[1,5-a]pyridin-6-yl)-6-methyl-1,3-dihydro-2H-benzo[d]imidazol-2-on